C([C@@H](O)C)(=O)O.[N+](=O)([O-])C1=C(C=CC=C1)N1C(=CC=C1)C=CC=NN\C(=N\[H])\N (E)-N-[1-(2-nitrophenyl)-1H-pyrrole-2-yl-allylideneamino]-guanidine L-lactic acid salt